O[C@H]1C[C@@H]2C(C[C@H]3[C@@H]4CC[C@H]([C@@H](CCC(C)(C)CC)C)[C@]4(CC[C@@H]3[C@]2(CC1)C)C)=O 3α-hydroxy-24-ethyl-24,24-dimethyl-5α-cholan-6-one